C(N)(OC(CCC)(C)C=1C(=NC=CC1OC1=C(C=C(C=C1)NC(=O)C=1C=NN(C1CC)C1=CC=CC=C1)F)N)=O Ethyl(2-amino-4-(4-(5-ethyl-1-phenyl-1H-pyrazole-4-carboxamido)-2-fluorophenoxy)pyridin-3-yl)(isopropyl) carbamate